[2H]C(C(C(NCCC)([2H])[2H])(O)[2H])(OC1=C(C=CC=C1)C(\C=C\C1=CC=CC=C1)=O)[2H] (E)-1-[2-[1,1,2,3,3-Pentadeuterio-2-hydroxy-3-(propylamino)propoxy]phenyl]-3-phenylprop-2-en-1-one